3-(3-chloro-4-fluorophenyl)-1-((4,5,6,7-tetrahydro-1H-indazol-3-yl)methyl)-1-(1,3,4-thiadiazol-2-yl)urea ClC=1C=C(C=CC1F)NC(N(C=1SC=NN1)CC1=NNC=2CCCCC12)=O